BrC1=CC(=C(C(=O)O)C=C1O[C@@H]1COCC1)[N+](=O)[O-] (S)-4-bromo-2-nitro-5-((tetrahydrofuran-3-yl)oxy)benzoic acid